N1-(3-chloro-2-(4-methylpiperidin-1-yl)phenyl)-N4,N4-dimethylbenzene-1,4-disulfonamide ClC=1C(=C(C=CC1)NS(=O)(=O)C1=CC=C(C=C1)S(=O)(=O)N(C)C)N1CCC(CC1)C